2-((2,3-dihydro-1H-inden-2-yl)amino)pyrimidine-5-carbonitrile C1C(CC2=CC=CC=C12)NC1=NC=C(C=N1)C#N